OCCC1(C(N(CCC1O)C)(C)C)C Hydroxyethyl-4-hydroxytetramethylpiperidin